Ethyl (S)-1-((1-((4-(hydroxymethyl)phenyl)amino)-1-oxo-5-ureidopentan-2-yl)carbamoyl)cyclobutane-1-carboxylate OCC1=CC=C(C=C1)NC([C@H](CCCNC(=O)N)NC(=O)C1(CCC1)C(=O)OCC)=O